bromobenzene compound with butyl-lithium C(CCC)[Li].BrC1=CC=CC=C1